ON(C(CC(=O)O)CC)O β-dihydroxyaminopentanoic acid